1-methylpiperidin-4-yl (2S)-2-({2-[2-(tert-butoxy)-2-oxoethyl]-2,3-dihydro-1H-inden-2-yl}formamido)-3-(1H-indol-3-yl)propanoate C(C)(C)(C)OC(CC1(CC2=CC=CC=C2C1)C(=O)N[C@H](C(=O)OC1CCN(CC1)C)CC1=CNC2=CC=CC=C12)=O